tert-butyl 2-ethyl-4-hydroxy-5,7-dihydro-6H-pyrrolo[3,4-d]pyrimidine-6-carboxylate C(C)C=1N=C(C2=C(N1)CN(C2)C(=O)OC(C)(C)C)O